5-methyl-4-nitro-1H-benzotriazole CC1=C(C2=C(NN=N2)C=C1)[N+](=O)[O-]